6-(IMIDAZOL-1-YL)PYRIDINE-2-BORONIC ACID N1(C=NC=C1)C1=CC=CC(=N1)B(O)O